4-ethoxy-4-oxobutanoic acid C(C)OC(CCC(=O)O)=O